FC(OC1=C(C=CC(=C1)C(F)(F)F)C1=C2C(=C(N=N1)N[C@H]1CN(CCC1)C)CCC2)F 4-[2-(difluoromethoxy)-4-(trifluoromethyl)phenyl]-N-[(3R)-1-methylpiperidin-3-yl]-6,7-dihydro-5H-cyclopenta[d]pyridazin-1-amine